N(C1=CC=CC=C1)C1=NC(=NC(=N1)N1CCOCC1)NC(=C(C=1C(=CC=CC1)S(=O)(=O)[O-])NC1=NC(=NC(=N1)NC1=CC=CC=C1)N1CCOCC1)C=1C(=CC=CC1)S(=O)(=O)[O-] bis{[4-anilino-6-morpholino-s-triazin-2-yl]-amino}-2,2'-stilbenedisulfonate